7-ethyl-3-(hydroxymethyl)pyrido[3,2-c]pyridazin-6(5H)-one C(C)C1=CC=2N=NC(=CC2NC1=O)CO